N-(((2R,4R)-1-benzyl-4-cyanopyrrolidin-2-yl)methyl)-6-(4-fluorophenyl)-1H-indole-2-carboxamide C(C1=CC=CC=C1)N1[C@H](C[C@H](C1)C#N)CNC(=O)C=1NC2=CC(=CC=C2C1)C1=CC=C(C=C1)F